5-((4-(4-(4-(3-amino-6-(2-hydroxyphenyl)pyridazin-4-yl)phenyl)piperidin-1-yl)cyclohexyl)amino)-2-(2,6-dioxopiperidin-3-yl)isoindoline-1,3-dione NC=1N=NC(=CC1C1=CC=C(C=C1)C1CCN(CC1)C1CCC(CC1)NC=1C=C2C(N(C(C2=CC1)=O)C1C(NC(CC1)=O)=O)=O)C1=C(C=CC=C1)O